ClC=1C(=NC(=NC1)NC=1C=CC(=C(C1)NC(C)=O)NCCN(C)C)C1=CN(C2=CC=CC=C12)C N-(5-((5-chloro-4-(1-methyl-1H-indol-3-yl)pyrimidin-2-yl)amino)-2-((2-(dimethylamino)ethyl)amino)phenyl)acetamide